2-(methylamino)acrylamide methyl-{4-[(4-chloro-2-fluorobenzyl)oxy]-5-fluoropyrimidin-2-yl}-6-azaspiro[2.5]octane-1-carboxylate CC1C(C12CCNCC2)(C(=O)O)C2=NC=C(C(=N2)OCC2=C(C=C(C=C2)Cl)F)F.CNC(C(=O)N)=C